O1C=CC2=C1C=C(C=C2)CC(CF)NC [1-(1-benzofuran-6-yl)-3-fluoropropan-2-yl](methyl)amine